(R)-2-chloro-4-((3-(hydroxymethyl)bicyclo[1.1.1]pentan-1-yl)amino)-6,7-dihydrothieno[3,2-d]pyrimidine 5-oxide ClC=1N=C(C2=C(N1)CC[S@]2=O)NC21CC(C2)(C1)CO